(3-{4-[6-(cyclopropylmethoxy)pyridazin-3-yl]-6-oxo-1,6-dihydropyrimidin-2-yl}-4-(trifluoromethyl)benzyl)isobutyramide C1(CC1)COC1=CC=C(N=N1)C=1N=C(NC(C1)=O)C=1C=C(CC(C(=O)N)(C)C)C=CC1C(F)(F)F